C1(CCCC1)OC=1C=C(C(=O)O)C=C(C1C(NS(N(C)C)(=O)=O)=O)C(F)(F)F 3-(cyclopentyloxy)-4-((N,N-dimethylsulfamoyl)carbamoyl)-5-(trifluoromethyl)benzoic acid